2-(2,6-difluoro-3-methylbenzene-1-carbonyl)-8,8-dimethyl-7-oxo-2-azaspiro[3.5]non-5-ene-6-carbonitrile FC1=C(C(=CC=C1C)F)C(=O)N1CC2(C1)C=C(C(C(C2)(C)C)=O)C#N